2-(6-{4-[(1R,3S,4S)-2-azabicyclo[2.2.1]heptane-3-carbonyl]piperazin-1-yl}imidazo[1,5-a]pyridin-8-yl)-N-ethyl-5-fluoro-N-(isopropyl)benzamide [C@@H]12N[C@@H]([C@@H](CC1)C2)C(=O)N2CCN(CC2)C=2C=C(C=1N(C2)C=NC1)C1=C(C(=O)N(C(C)C)CC)C=C(C=C1)F